n-butylamine Nickel [Ni].C(CCC)N